5-chloro-2-amino-2'-fluorobenzophenone ClC=1C=CC(=C(C(=O)C2=C(C=CC=C2)F)C1)N